Bis(2,2-di-p-tolylvinyl)sulfane C1(=CC=C(C=C1)C(=CSC=C(C1=CC=C(C=C1)C)C1=CC=C(C=C1)C)C1=CC=C(C=C1)C)C